C(C)(C)(C)OC(N([C@H](C)C1=CC=CC2=CC=CC=C12)C[C@@H]1OC2=CC=CC=C2CC1)=O ((R)-chroman-2-ylmethyl)((R)-1-(naphthalen-1-yl)ethyl)carbamic acid tert-butyl ester